3-(6-(((S)-1-(Isoquinolin-3-ylmethyl)pyrrolidin-3-yl)oxy)-1-oxoisoindolin-2-yl)piperidine-2,6-dione C1=NC(=CC2=CC=CC=C12)CN1C[C@H](CC1)OC1=CC=C2CN(C(C2=C1)=O)C1C(NC(CC1)=O)=O